O1C(CCCC1)OCC=CCO 4-(tetrahydropyran-2-yloxy)-2-buten-1-ol